C(C)(C)(C)C1C2(C(N(C1)C1=NC=C(C=C1)C(F)(F)F)=O)CC1CCC(C2)N1C(=O)OC(CC)(C1=CC=C(C=C1)C(C1=CC=CC=C1)=O)CCCCCCCCCCCCCCCCCC octadecyl-(4-benzoyl)phenylpropanol tert-butyl-2'-oxo-1'-(5-(trifluoromethyl)pyridin-2-yl)-8-azaspiro[bicyclo[3.2.1]octane-3,3'-pyrrolidine]-8-carboxylate